tert-butyl (4-((1,3-dioxolan-2-yl)methyl)cyclohexyl)carbamate O1C(OCC1)CC1CCC(CC1)NC(OC(C)(C)C)=O